FC(C(=O)O)(F)F.NC1=C(C=C2C=C(C=NC2=N1)C(=O)N(CC1=NC=C(C=C1)C(F)(F)F)CC1=NC=CC=C1F)C 7-amino-N-((3-fluoropyridin-2-yl)methyl)-6-methyl-N-((5-(trifluoromethyl)pyridin-2-yl)methyl)-1,8-naphthyridine-3-carboxamide 2,2,2-trifluoroacetate